(E)-1-(4-bromophenyl)-2-(2,3,5-trifluoro-4-methoxybenzylidene)hydrazine BrC1=CC=C(C=C1)N/N=C/C1=C(C(=C(C(=C1)F)OC)F)F